N-(4-methyl-4-piperidyl)acetamide CC1(CCNCC1)NC(C)=O